(E)-9-ethyl-3-(2-phenylpyridin-4-yl)vinyl-9H-carbazole C(C)N1C2=CC=CC=C2C=2C=C(C=CC12)\C=C\C1=CC(=NC=C1)C1=CC=CC=C1